ClC1=CC=C(C=C1)C1(OCC2=CC(=CC=C12)C1=CC=C(C=C1)Cl)CCCN(CC(=O)O)C N-{3-[1-(4-Chloro-phenyl)-5-(4-chloro-phenyl)-1,3-dihydro-isobenzofuran-1-yl]-propyl}-N-methyl-glycine